C1(=CC=CC=C1)C(C1=CC=C(C=C1)OP(=O)(OC1=CC=C(C=C1)C(O)C1=CC=CC=C1)OC1=CC=C(C=C1)C(O)C1=CC=CC=C1)O.CC(CC)OC(=O)N1C(CCCC1)CCO 1-(1-Methylpropoxycarbonyl)-2-(2-hydroxyethyl)piperidin tris[4-(phenylhydroxymethyl)phenyl]phosphate